COC(CCl)(OC)OC 1,1,1-trimethoxychloroethane